(S)-2-((6-(1-Methyl-1H-benzo[d]imidazol-5-ylmethoxy)-3',6'-dihydro-[2,4'-bipyridine]-1'(2'H)-yl)methyl)-1-(oxetan-2-ylmethyl)-1H-benzo[d]imidazole-6-carboxylic acid methyl ester COC(=O)C=1C=CC2=C(N(C(=N2)CN2CCC(=CC2)C2=NC(=CC=C2)OCC2=CC3=C(N(C=N3)C)C=C2)C[C@H]2OCC2)C1